(S)-3-(5,7-Difluoro-2-(4-fluorophenyl-2,3,5,6-d4)-1H-indol-yl)-N-(2-oxopyrrolidin-3-yl)propanamide FC=1C=C2C=C(N(C2=C(C1)F)CCC(=O)N[C@@H]1C(NCC1)=O)C1=C(C(=C(C(=C1[2H])[2H])F)[2H])[2H]